(4-((2-amino-3-chloropyridin-4-yl)oxy)-3-fluorophenyl)-1-(5-fluoropyridin-2-yl)-5-(trifluoromethyl)-1H-pyrazole-4-carboxamide NC1=NC=CC(=C1Cl)OC1=C(C=C(C=C1)C1=NN(C(=C1C(=O)N)C(F)(F)F)C1=NC=C(C=C1)F)F